6-(4-chlorophenyl)-2-(3-fluorophenyl)-N-[(2S)-1-hydroxy-3-methoxypropan-2-yl]-3-oxo-2,3-dihydropyridazine-4-carboxamide ClC1=CC=C(C=C1)C=1C=C(C(N(N1)C1=CC(=CC=C1)F)=O)C(=O)N[C@@H](CO)COC